CN1C(=N[C@H](C(=C1CN1CC2(CC2)C[C@H]1C(NS(=O)(=O)C)=O)C(=O)OC)C1=C(C=C(C=C1)F)Br)C=1SC=C(N1)C methyl (R)-methyl-4-(2-bromo-4-fluorophenyl)-6-(((S)-6-((methylsulfonyl) carbamoyl)-5-azaspiro[2.4]heptan-5-yl) methyl)-2-(4-methylthiazol-2-yl)-1,4-dihydropyrimidine-5-carboxylate